NC1=C2C([C@]3([C@](OC4=C3C=CC(=C4)OC(C)C)(C2=CC=C1)O)NC(=O)C=1NC(=CC1C)S(=O)(=O)N1CCN(CC1)C)=O N-((4bR,9bR)-1-amino-4b-hydroxy-7-isopropoxy-10-oxo-4b,10-dihydro-9bH-indeno[1,2-b]benzofuran-9b-yl)-3-methyl-5-((4-methylpiperazin-1-yl)sulfonyl)-1H-pyrrole-2-carboxamide